PYRIMIDO[4,5-B]INDOLE-2-CARBOXAMIDE N1=C(N=CC2=C1NC1=CC=CC=C21)C(=O)N